(2S)-4-(methyl-sulfinyl)-2-palmitamidobutanoic acid CS(=O)CC[C@@H](C(=O)O)NC(CCCCCCCCCCCCCCC)=O